6-((2,6-dimethyl-pyrimidin-4-yl)amino)-N-ethoxy-4-((3-(5-isopropyl-pyrazin-2-yl)-2-methoxyphenyl)amino)nicotinamide (3-formyl-1H-indol-1-yl)methyl-octanoate C(=O)C1=CN(C2=CC=CC=C12)COC(CCCCCCC)=O.CC1=NC(=CC(=N1)NC1=NC=C(C(=O)NOCC)C(=C1)NC1=C(C(=CC=C1)C1=NC=C(N=C1)C(C)C)OC)C